3-fluorobicyclo[1.1.1]pentan-1-amine FC12CC(C1)(C2)N